C1(CCC1)N1C(=NC=C(C1=O)C(=O)OCC)O ethyl 1-cyclobutyl-2-hydroxy-6-oxo-1,6-dihydropyrimidine-5-carboxylate